FCCC=1C=C(C=CC1O)N1C2(CCC2)C(N(C1=S)C=1C=C(C(=NC1)C#N)C(F)(F)F)=O 5-(5-(3-(2-Fluoroethyl)-4-hydroxyphenyl)-8-oxo-6-thioxo-5,7-diazaspiro[3.4]oct-7-yl)-3-(trifluoromethyl)pyridinecarbonitrile